(7R,8aS)-7-hydroxy-2,3,6,7,8,8a-hexahydropyrrolo[1,2-a]pyrazine-1,4-dione O[C@@H]1C[C@@H]2N(C(CNC2=O)=O)C1